N-((2S)-1-(2-(3-amino-3-oxopropyl)-2-(2-chloro-2-fluoroacetyl)hydrazinyl)-3-methyl-1-oxobutan-2-yl)-4-fluoro-1H-indole-2-carboxamide NC(CCN(NC([C@H](C(C)C)NC(=O)C=1NC2=CC=CC(=C2C1)F)=O)C(C(F)Cl)=O)=O